COC1=CC2=C(N(C(O2)=O)CCNC(\C=C\C=2OC3=C(C2)C=CC=C3)=O)C=C1 (E)-N-(2-(6-methoxy-2-oxo-2,3-dihydro-1,3-benzooxazol-3-yl)ethyl)-3-(1-benzofuran-2-yl)acrylamide